COC=1C=C(C=CC1C)[C@H]1CC2(CN(C2)C=O)CC1 ((R)-6-(3-methoxy-4-methylphenyl)-2-azaspiro[3.4]octan-2-yl)methanone